4-(5-(7-(4,4-difluoropiperidin-1-yl)furo[2,3-c]pyridin-5-yl)-1,3,4-oxadiazol-2-yl)-N-isopropyl-3-(6-azaspiro[2.5]oct-6-yl)benzenesulfonamide FC1(CCN(CC1)C=1N=C(C=C2C1OC=C2)C2=NN=C(O2)C2=C(C=C(C=C2)S(=O)(=O)NC(C)C)N2CCC1(CC1)CC2)F